NC=1C=NN(C1)C(C)C1CCN(CC1)C(=O)OC(C)(C)C tert-butyl 4-(1-(4-amino-1H-pyrazol-1-yl)ethyl)piperidine-1-carboxylate